Hexadecyl ((((2R,3S,5R)-5-(6-amino-2-fluoro-9H-purin-9-yl)-2-ethynyl-3-hydroxytetrahydrofuran-2-yl)methoxy)(phenoxy)phosphoryl)-L-alaninate NC1=C2N=CN(C2=NC(=N1)F)[C@H]1C[C@@H]([C@@](O1)(C#C)COP(=O)(OC1=CC=CC=C1)N[C@@H](C)C(=O)OCCCCCCCCCCCCCCCC)O